FC(OC1=CC=C(COC2CN(C2)C(=O)OCCCC)C=C1)(F)F butyl 3-((4-(trifluoromethoxy)benzyl)oxy)azetidine-1-carboxylate